N-Nitroso-N-phenylhydroxyamine Aluminum salt [Al].N(=O)N(C1=CC=CC=C1)O